β-methylpentane-1,5-diol CC(CO)CCCO